C(C1=CC=CC=C1)OC=1C(=C(C=CC1OC)CC(=O)NCCC1=CC(=C(C=C1)O[Si](C1=CC=CC=C1)(C1=CC=CC=C1)C(C)(C)C)OC)Br 2-(3-(benzyloxy)-2-bromo-4-methoxyphenyl)-N-(4-((tert-butyldiphenylsilyl)oxy)-3-methoxyphenethyl)acetamide